FC1=C(C=CC=C1)C1=C(C=C(C=C1)CNC)NS(=O)(=O)C1=NC=CC=C1 N-(2'-fluoro-4-((methylamino)methyl)-[1,1'-biphenyl]-2-yl)pyridine-2-sulfonamide